2-[1-[3-(difluoromethyl)-1-(6-cyano-3-pyridinyl)-1H-1,2,4-triazol-5-yl]ethyl]-1H-isoindole-1,3(2H)-dione FC(C1=NN(C(=N1)C(C)N1C(C2=CC=CC=C2C1=O)=O)C=1C=NC(=CC1)C#N)F